COC([C@H](CC)OC1=C(C=C(C=C1)Cl)C1=NOCC1OCCCC)=O Methyl-(2S)-2-[4-chloro-2-(4-butoxy-4,5-dihydroisoxazol-3-yl)phenoxy]butanoat